C1(CC1)C=1C(=NSC1C(=O)NC1=CN(C(C(=C1)C)=O)C)C1=CC=CC=C1 4-CYCLOPROPYL-N-(1,5-DIMETHYL-6-OXO-1,6-DIHYDROPYRIDIN-3-YL)-3-PHENYLISOTHIAZOLE-5-CARBOXAMIDE